tert-Butyl 7-bromo-3-cyano-8-methyl-3,4-dihydro-2H-1,5-naphthyridine-1-carboxylate BrC1=CN=C2CC(CN(C2=C1C)C(=O)OC(C)(C)C)C#N